C(C)(=O)N(N(C(=O)C1=CC=2C3=C(C(=NC2C=C1)N)C=NN3C)CC3=C(C=C(C=C3)C(F)(F)F)F)C3COC3 N'-acetyl-4-amino-N-(2-fluoro-4-(trifluoromethyl)benzyl)-1-methyl-N'-(oxetan-3-yl)-1H-pyrazolo[4,3-c]quinoline-8-carbohydrazide